Cis-2-(8-dimethylamino-2-oxo-3,8-diphenyl-1,3-diazaspiro[4.5]decan-1-yl)-N,N-dimethyl-acetamide CN(C1(CCC2(CN(C(N2CC(=O)N(C)C)=O)C2=CC=CC=C2)CC1)C1=CC=CC=C1)C